Isopropyl (R)-3-(2-(6-((5-acrylamido-2-methoxy-4-(4-methylpiperazin-1-yl)phenyl)amino)pyrimidine-4-yl)isooxazolidin-3-yl)benzoate C(C=C)(=O)NC=1C(=CC(=C(C1)NC1=CC(=NC=N1)N1OCC[C@@H]1C=1C=C(C(=O)OC(C)C)C=CC1)OC)N1CCN(CC1)C